2-(3-(5-bromopyrimidin-2-yl)-4-methyl-2-oxo-2,3-dihydro-1H-benzo[d]imidazol-1-yl)-N-(2,2,2-trifluoroethyl)acetamide BrC=1C=NC(=NC1)N1C(N(C2=C1C(=CC=C2)C)CC(=O)NCC(F)(F)F)=O